FC1(C[C@H](CCC1)[C@H](NC(=O)C1=CC=NN1CC)C=1N=C2N(N=C(C=N2)C[C@@H]2C(NC[C@@H](C2)C(F)(F)F)=O)C1)F N-((1S)-((S)-3,3-difluorocyclohexyl)(2-(((3R,5R)-2-oxo-5-(trifluoromethyl)piperidin-3-yl)methyl)imidazo[1,2-b][1,2,4]triazin-6-yl)methyl)-1-ethyl-1H-pyrazole-5-carboxamide